[Si](C)(C)(C(C)(C)C)OC(CN(CCCCNC(OC(C)(C)C)=O)CC(CCCCCCCC)O[Si](C)(C)C(C)(C)C)CCCCCCCC tert-butyl (4-(bis(2-((tert-butyldimethylsilyl)oxy)decyl)amino)butyl)carbamate